rel-(2r,4'r)-4-chloro-4'-[(dimethylamino)methyl]-7-methylspiro[1,3-benzodioxole-2,1'-cyclohexane]-6-carboxylic acid ClC1=CC(=C(C=2OC3(CCC(CC3)CN(C)C)OC21)C)C(=O)O